OC1=C(C(=CC=C1)OCCCCCCCCCCCCCC)C(\C=C\C1=CC=C(C=C1)OCCCCCCCCCCCCCC)=O (E)-1-(2-Hydroxy-6-tetradecoxyphenyl)-3-(4-tetradecoxyphenyl)prop-2-en-1-one